4-(3-bromo-1-isopropyl-1H-pyrazol-5-yl)cyclohexanone BrC1=NN(C(=C1)C1CCC(CC1)=O)C(C)C